(S)-4-(2-(4-(2-acetyl-5-chlorophenyl)-3-methoxy-6-oxopyridazin-1(6H)-yl)-3-phenylpropionamido)-2-hydroxybenzoic acid methyl ester COC(C1=C(C=C(C=C1)NC([C@H](CC1=CC=CC=C1)N1N=C(C(=CC1=O)C1=C(C=CC(=C1)Cl)C(C)=O)OC)=O)O)=O